3-bromo-N-(1-phenylvinyl)benzamide BrC=1C=C(C(=O)NC(=C)C2=CC=CC=C2)C=CC1